C(C=C)P(O)=O 2-propenyl-phosphinic acid